2,5-ditertiary butyl-p-benzoquinone C(C)(C)(C)C=1C(C=C(C(C1)=O)C(C)(C)C)=O